4-hydroxyquinoline-2-one OC1=CC(NC2=CC=CC=C12)=O